C(C)N(C(C1=C(C=C(C=C1)C(F)(F)F)C1=CC(=C(C=C1)OC)OC)=O)C N-ethyl-N-methyl-4-(trifluoromethyl)-2-(3,4-dimethoxyphenyl)benzamide